FC(OC1=CC=C(C=C1)C=1C=C2CC(C(C2=CC1)NC(O[C@@H]1CN2CCC1CC2)=O)(C)C)F (S)-quinuclidin-3-yl (5-(4-(difluoromethoxy)phenyl)-2,2-dimethyl-2,3-dihydro-1H-inden-1-yl)carbamate